C1(=CC=C(C=C1)C=1C(=O)NC(C1)=O)C1=CC=C(C=C1)C=1C(=O)NC(C1)=O (1,1'-biphenyl-4,4'-diyl)bismaleimide